O[C@H](CN1C=NC2=C(C1=O)C(=C(C(N2C)=O)F)NC2=C(C=C(C=C2)I)F)CO 3-[(2R)-2,3-dihydroxypropyl]-6-fluoro-5-(2-fluoro-4-iodophenylamino)-8-methylpyrido[2,3-d]pyrimidine-4,7-dione